2-(4,4-difluoroazepan-1-yl)-N-(3-(S-methylsulfonimidoyl)phenyl)-6,7-dihydro-5H-cyclopenta[b]pyridine-3-carboxamide FC1(CCN(CCC1)C1=C(C=C2C(=N1)CCC2)C(=O)NC2=CC(=CC=C2)S(=O)(=N)C)F